tert-Butyl ((S)-(7-((S)-(((R)-tert-butylsulfinyl)amino)(1-cyanocyclobutyl)methyl)imidazo[1,2-b]pyridazin-2-yl)(4,4-difluorocyclohexyl)methyl)carbamate C(C)(C)(C)[S@@](=O)N[C@@H](C1=CC=2N(N=C1)C=C(N2)[C@H](C2CCC(CC2)(F)F)NC(OC(C)(C)C)=O)C2(CCC2)C#N